CC(CC(=O)OC\C=C(/CCC=C(C)C)\C)C (Z)-3,7-Dimethyl-2,6-octadienyl 3-methylbutanoate